ON=C(N)C1=CC=NN1 N'-hydroxy-1H-pyrazole-5-carboximidamide